N4-(6-chloro-3-pyridyl)pyridine-3,4-diamine ClC1=CC=C(C=N1)NC1=C(C=NC=C1)N